C(C)(C)C1=CC(=C(C=C1)CC1=C(C=C(C=C1)C(C)C)P(C1=CC=CC=C1)C1=CC=CC=C1)P(C1=CC=CC=C1)C1=CC=CC=C1 bis(4-(isopropyl)-2-(diphenylphosphino)phenyl)methane